COCCOCC[NH+](CCOCCOC)CCOCCOC tris-[2-(2-methoxyethoxy)-ethyl]-ammonium